tert-butyl N-(7-fluoro-2-formyl-indan-5-yl)carbamate FC=1C=C(C=C2CC(CC12)C=O)NC(OC(C)(C)C)=O